(octyl)(2-ethylhexyl)phosphinic acid C(CCCCCCC)P(O)(=O)CC(CCCC)CC